2-(2-[2-[(4-[3,8-diazabicyclo[3.2.1]octan-8-yl]pyridin-2-yl)oxy]ethoxy]ethoxy)ethan-1-ol C12CNCC(CC1)N2C2=CC(=NC=C2)OCCOCCOCCO